2,3-bis(benzyloxy)-4-((benzyloxy)carbonyl)benzoic acid C(C1=CC=CC=C1)OC1=C(C(=O)O)C=CC(=C1OCC1=CC=CC=C1)C(=O)OCC1=CC=CC=C1